2,6-dimethyloctan-7-en-2-ol CC(C)(CCCC(C=C)C)O